Natrium monoxid [O-2].[Na+].[Na+]